2-(3-hydroxyazetidin-1-yl)propanamide OC1CN(C1)C(C(=O)N)C